N-phosphinyl-formamidine [PH2](=O)NC=N